2-bromo-7-(2-bromo-5-(tert-butyl)phenyl)-9,9-diphenyl-9H-fluorene BrC1=CC=2C(C3=CC(=CC=C3C2C=C1)C1=C(C=CC(=C1)C(C)(C)C)Br)(C1=CC=CC=C1)C1=CC=CC=C1